(R)-2-(5-Cyclopropyl-2-fluoro-8-oxothieno[2',3':4,5]pyrrolo[1,2-d][1,2,4]triazin-7(8H)-yl)-N-(piperidin-3-yl)acetamid C1(CC1)C1=NN(C(C=2N1C1=C(C2)SC(=C1)F)=O)CC(=O)N[C@H]1CNCCC1